1-tert-butoxycarbonyl-3-methyl-piperidine-3-carboxylic acid C(C)(C)(C)OC(=O)N1CC(CCC1)(C(=O)O)C